N(=[N+]=[N-])C[C@@H](CC1=CC=CC=C1)NC(ON1C(CCC1=O)=O)=O 2,5-dioxopyrrolidin-1-yl (R)-(1-azido-3-phenylpropan-2-yl)carbamate